C1(CC(C(CC1)C(C)C)OC(CC(=O)[O-])=O)C mono-menthylmalonate